N-[(1R)-2-[(tert-butyldiphenylsilyl)oxy]-1-(1-fluorocyclopropyl)ethyl]oxolan-3-amine [Si](C1=CC=CC=C1)(C1=CC=CC=C1)(C(C)(C)C)OC[C@H](C1(CC1)F)NC1COCC1